C(C)(C)(C)OC(=O)N[C@@H](CC1=CC=C(C=C1)OC)C(=O)O N-t-butoxycarbonyl-4-methoxy-L-phenylalanine